p-tolyl (6-((2-hydroxy-2-methylpropyl)carbamoyl)-5-methyl-2-(tetrahydro-2H-pyran-4-yl)pyridin-3-yl)carbamate OC(CNC(=O)C1=C(C=C(C(=N1)C1CCOCC1)NC(OC1=CC=C(C=C1)C)=O)C)(C)C